8-nitroquinoline-5-carbonitrile [N+](=O)([O-])C1=CC=C(C=2C=CC=NC12)C#N